(S)-N-(1-(4-Cyanobenzyl)pyrrolidin-3-yl)-6-morpholinopyridine-3-sulfonamide C(#N)C1=CC=C(CN2C[C@H](CC2)NS(=O)(=O)C=2C=NC(=CC2)N2CCOCC2)C=C1